CC(=O)/C=C/C12C(CCCC1(O2)C)(C)C 5,6-epoxy-β-ionone